C(C)C=1C(=C(C(=O)O)C=CN1)Cl Ethyl-3-chloroisonicotinic acid